4-(5-{[(4-Fluorophenyl)methyl]sulfanyl}-4-methyl-1-(1,3-thiazol-4-carbonyl)-1H-pyrazol-3-yl)-3-(trifluoromethyl)azetidin-2-on FC1=CC=C(C=C1)CSC1=C(C(=NN1C(=O)C=1N=CSC1)C1C(C(N1)=O)C(F)(F)F)C